2-(2-methylphenyl)pyridazin-3(2H)-one dihydrochloride Cl.Cl.CC1=C(C=CC=C1)N1N=CC=CC1=O